3',6'-bis(ethylamino)-2',7'-dimethylspiro[isoindoline-1,9'-xanthen]-3-one C(C)NC=1C(=CC=2C3(C4=CC(=C(C=C4OC2C1)NCC)C)NC(C1=CC=CC=C13)=O)C